2-(3,5-dichloro-4-((5-fluoro-1-isopropyl-6-oxo-1,6-dihydropyridin-3-yl)oxy)phenyl)-3,5-dioxo-2,3,4,5-tetrahydro-1,2,4-triazine-6-carboxylic acid ClC=1C=C(C=C(C1OC1=CN(C(C(=C1)F)=O)C(C)C)Cl)N1N=C(C(NC1=O)=O)C(=O)O